CC1C(CC2NC(C3=CN=C4C(CC5(C(NC6=NC=C(C=CCOCCCCCN1C2=O)C=C56)=O)C4)=C3)=O)C3=C(C(=CC(=C3)F)F)F 13-methyl-12-(2,3,5-trifluorophenyl)-20-oxa-5,9,14,26,28-pentaazahexacyclo[22.5.2.11,4.13,7.110,14.027,30]tetratriaconta-3(33),4,6,22,24,26,30-heptaene-8,29,32-trione